C(#N)C=1C=C(C=CC1)C=1C(=NC(=NC1)NC1=CC(=CC=C1)C(=O)N1CCCC1)N[C@H]1[C@H]([C@@H]2C=C[C@H]1C2)C(=O)N (1S,2S,3R,4R)-3-((5-(3-cyanophenyl)-2-((3-(pyrrolidine-1-carbonyl)phenyl)amino)pyrimidin-4-yl)amino)bicyclo[2.2.1]hept-5-ene-2-carboxamide